(1S,2S)-N-(6-(5-ethyl-6,7-difluoro-1H-indazol-4-yl)imidazo[1,2-b]pyridazin-2-yl)-2-fluorocyclopropane-1-carboxamide C(C)C=1C(=C2C=NNC2=C(C1F)F)C=1C=CC=2N(N1)C=C(N2)NC(=O)[C@H]2[C@H](C2)F